butyl (3S,4R)-3-fluoro-4-(methoxy-d3)piperidine-1-carboxylate F[C@H]1CN(CC[C@H]1OC([2H])([2H])[2H])C(=O)OCCCC